4-((6-Ethoxy-2-(3-(3-(3-methylmorpholino)propoxy)phenyl)quinazolin-4-yl)amino)benzamide C(C)OC=1C=C2C(=NC(=NC2=CC1)C1=CC(=CC=C1)OCCCN1C(COCC1)C)NC1=CC=C(C(=O)N)C=C1